C(C)N1OC[C@@H]2[C@H](O1)C1=CC(=CC=C1C2)C |r| (2RS,4aRS,9bSR)-2-ethyl-8-methyl-4,4a,5,9b-tetrahydroindeno[1,2-d][1,3]dioxazine